N1=CC(=CC=C1CN1C=CC2=CC=CC(=C12)C(=O)NC1(CC1)C12CC(C1)(C2)C(=O)O)C2=CC=NC=C2 3-(1-(1-([3,4'-Bipyridin]-6-ylmethyl)-1H-indole-7-carboxamido)cyclopropyl)bicyclo[1.1.1]pentane-1-carboxylic Acid